6-(1-(4-(5-(difluoromethyl)-1,3,4-oxadiazol-2-yl)benzyl)-1H-1,2,3-triazol-4-yl)spiro[indoline-3,4'-piperidin]-2-one FC(C1=NN=C(O1)C1=CC=C(CN2N=NC(=C2)C2=CC=C3C(=C2)NC(C32CCNCC2)=O)C=C1)F